Br[N] bromonitrogen